1-[(4aS,7aS)-3,4,4a,5,7,7a-hexahydro-2H-pyrrolo[3,4-b][1,4]oxazin-4-ium-6-yl]ethanone O1[C@@H]2[C@@H]([NH2+]CC1)CN(C2)C(C)=O